[N+](=O)([O-])C=C(C(=O)N)C1CC1 nitro-cyclopropylacrylamide